5-(2-acetamidoimidazo[1,2-b]pyridazin-6-yl)-3-fluoro-N-(2-fluoro-5-(1-methyl-1H-pyrazol-4-yl)benzyl)-2-methylbenzamide C(C)(=O)NC=1N=C2N(N=C(C=C2)C=2C=C(C(=C(C(=O)NCC3=C(C=CC(=C3)C=3C=NN(C3)C)F)C2)C)F)C1